hydroxyl-tosyl iodide OC1=C(S(=O)(=O)I)C=CC(=C1)C